N-(2-((S)-2-cyano-4,4-difluoropyrrolidin-1-yl)-2-oxoethyl)-3-((1-(4-fluorophenyl)ethyl)amino)isonicotinamide C(#N)[C@H]1N(CC(C1)(F)F)C(CNC(C1=C(C=NC=C1)NC(C)C1=CC=C(C=C1)F)=O)=O